2-benzyl-7-(1-ethyl-1H-pyrazol-4-yl)imidazo[1,2-c]quinazolin-5-amine C(C1=CC=CC=C1)C=1N=C2N(C(=NC=3C(=CC=CC23)C=2C=NN(C2)CC)N)C1